FC=1C(=CC=C2N=C(C(NC12)=O)C)CN1CCC(=CC1)C=1C(=NC(=CC1)C=1N=NN(C1)C)F 8-fluoro-7-((2-fluoro-6-(1-methyl-1H-1,2,3-triazol-4-yl)-3',6'-dihydro-[3,4'-bipyridin]-1'(2'H)-yl)methyl)-3-methylquinoxalin-2(1H)-one